6,7-dichloro-3-[(1-methyl-4-piperidyl)methyl]-4,9-dihydro-1H-pyrrolo[3,2-h][2,1,3]benzothiadiazine 2,2-dioxide ClC=1C2=C(C3=C(CN(S(N3)(=O)=O)CC3CCN(CC3)C)C1)NC=C2Cl